Cl.Cl.NCCCCOC1=C(C=CC(=C1)C1=C(N=CS1)C)CC1(N(CC(C1)O)C([C@H](C(C)(C)C)NC(=O)C1(CC1)F)=O)C(=O)N [[2-(4-aminobutoxy)-4-(4-methylthiazol-5-yl)phenyl]methyl]-1-[(2S)-2-[(1-fluorocyclopropanecarbonyl)amino]-3,3-dimethyl-butanoyl]-4-hydroxy-pyrrolidine-2-carboxamide dihydrochloride